O=C([C@H](O)[C@@H](O)CO)[O-].[Cr+3].O=C([C@H](O)[C@@H](O)CO)[O-].O=C([C@H](O)[C@@H](O)CO)[O-] Chromium L-threonate